C(C1=CC=CC=C1)NC(N(C1=CC=C(C=C1)C1=CN(C(C=C1)=O)C)[C@@H]1CC[C@H](CC1)NC1=NC=C(C(=N1)NC1COC1)C#N)=O 3-benzyl-1-(trans-4-((5-cyano-4-(oxetan-3-ylamino)pyrimidin-2-yl)amino)cyclohexyl)-1-(4-(1-methyl-6-oxo-1,6-dihydropyridin-3-yl)phenyl)urea